2,4-dimethylpyrimidin-5-amine CC1=NC=C(C(=N1)C)N